4-chloro-1-methyl-1,8-naphthyridin-2-one ClC1=CC(N(C2=NC=CC=C12)C)=O